[Si](C1=CC=CC=C1)(C1=CC=CC=C1)(C(C)(C)C)OC(C(=O)OCCCCCCCC(OC(CCCCCC)CCCCCCCC)=O)CC(=O)OCCCCCCCC(OC(CCCCCC)CCCCCCCC)=O Bis(8-oxo-8-(pentadecan-7-yloxy)octyl) 2-((tert-butyldiphenylsilyl)oxy)succinate